C(C)(CCCCCCCCCC)O secondary dodecyl alcohol